1-chloro-3-(1-methylethenyl)benzene ClC1=CC(=CC=C1)C(=C)C